ClC(C(=O)N1C(OCC1)(C)C)Cl 3-(dichloroacetyl)-2,2-dimethyl-1,3-oxazolidine